Tri(n-butyl)ammonium tetraphenyl-borate C1(=CC=CC=C1)[B-](C1=CC=CC=C1)(C1=CC=CC=C1)C1=CC=CC=C1.C(CCC)[NH+](CCCC)CCCC